4-T-butyldimethylaniline C(C)(C)(C)C1=CC=C(N(C)C)C=C1